2',6'-Diethyl-1,4'-bipiperidine C(C)C1NC(CC(C1)N1CCCCC1)CC